O=C1NC(CCC1C1=CC=C(C=C1)C#CC1CCN(CC1)C(=O)OC(C)(C)C)=O tert-butyl 4-((4-(2,6-dioxopiperidin-3-yl)phenyl)ethynyl)piperidine-1-carboxylate